COC=1C=C2C3=C(NC2=CC1)CNCC3 6-methoxy-1,2,3,4-tetrahydro-9H-pyrido[3,4-b]indole